[N+](=O)([O-])C=1C=C(C(=CC1[N+](=O)[O-])C)C 4,5-dinitroortho-xylene